(2S,4R)-N-[(S)-(4-cyclopropyl-3-fluorophenyl)(phenyl)methyl]-4-fluoro-1-(2-{[3-(trifluoromethyl)azetidine-1-carbonyl]amino}acetyl)pyrrolidine-2-carboxamide C1(CC1)C1=C(C=C(C=C1)[C@@H](NC(=O)[C@H]1N(C[C@@H](C1)F)C(CNC(=O)N1CC(C1)C(F)(F)F)=O)C1=CC=CC=C1)F